ClC=1C(=NC(=NC1)NC1=C(C=C2CCN(CC2=C1)C)OC)N1CC(C2=C(C=CC=C12)OC)C(=O)O 1-(5-chloro-2-((6-methoxy-2-methyl-1,2,3,4-tetrahydroisoquinolin-7-yl)amino)pyrimidin-4-yl)-4-methoxyindoline-3-carboxylic acid